(2R,5S)-3-(4-aminophenethyl)-2-(1-(4-Bromophenyl)-3-(1H-pyrrol-3-yl)-1H-pyrazol-4-yl)-5-methyloxazolidin-4-one NC1=CC=C(CCN2[C@H](O[C@H](C2=O)C)C=2C(=NN(C2)C2=CC=C(C=C2)Br)C2=CNC=C2)C=C1